C12CNCC(CC1)C2C#N 3-azabicyclo[3.2.1]octane-8-carbonitrile